FC1=C(C=C(C=C1)F)C1=CC(=C(C=C1)NCCS(=O)(=O)NC)C1=NN(C=C1)CC=1C=NC=CC1 2-((2',5'-difluoro-3-(1-(pyridin-3-ylmethyl)-1H-pyrazol-3-yl)-[1,1'-biphenyl]-4-yl)amino)-N-methylethane-1-sulfonamide